(S)-4-(1-(2-(4-fluorobenzyl)-5,7-dihydro-4H-thieno[2,3-c]pyran-3-carboxamido)ethyl)benzoic acid FC1=CC=C(CC2=C(C3=C(COCC3)S2)C(=O)N[C@@H](C)C2=CC=C(C(=O)O)C=C2)C=C1